5-amino-7-(2-(4-(6-fluoro-3-methylbenzo[d]isoxazol-5-yl)piperazin-1-yl)ethyl)-9-methyl-2-(pyridin-2-yl)-7H-pyrrolo[3,2-e][1,2,4]triazolo[1,5-c]pyrimidine-8-carboxamide NC1=NC2=C(C=3N1N=C(N3)C3=NC=CC=C3)C(=C(N2CCN2CCN(CC2)C=2C(=CC3=C(C(=NO3)C)C2)F)C(=O)N)C